The molecule is a ring assembly that consists of 2,2'-bifuran substituted by butoxy groups at positions 5 and 5' respectively. It is isolated from the aerial parts of Chrysanthemum coronarium and acts as an inhibitor of human AcylCoA:cholesterol acyltransferase hACAT-1 and hACAT-2. It has a role as a metabolite and an EC 2.3.1.26 (sterol O-acyltransferase) inhibitor. It is a member of furans, a ring assembly and an ether. CCCCOC1=CC=C(O1)C2=CC=C(O2)OCCCC